bis(pentamethyl-cyclopentadiene) titanium dichloride [Cl-].[Cl-].[Ti+2].CC1C(=C(C(=C1C)C)C)C.CC1C(=C(C(=C1C)C)C)C